C(C)(C)OC1=CC2=C(SC(=C2)C(CCC(=O)OCC)=O)C=C1OC ethyl 4-(5-isopropoxy-6-methoxybenzo[b]thiophene-2-yl)-4-oxobutanoate